BrC1=NC(=CC(=C1)C)Br 2,6-dibromo-4-methylpyridine